[Cl-].C(C)(C)(C)C1=CC=C(C=C1)[S+](C1=CC=CC=C1)C1=CC=CC=C1 (4-tert-butylphenyl)diphenylsulfonium chloride